BrC=1C(=NC(=CC1N)C=1SC(=CN1)C)C1=NC(=CC(=C1)OC)Br 3,6'-dibromo-4'-methoxy-6-(5-methylthiazol-2-yl)-[2,2'-bipyridine]-4-amine